alpha-L-galactosamine O[C@H]1[C@@H](N)[C@H](O)[C@H](O)[C@@H](O1)CO